OC1=C(C=C(C=C1F)B(O)O)F 4-hydroxy-3,5-difluorophenylboronic acid